(3E)-6-[6-cyclopropyl-5-oxo-7-(trifluoromethyl)imidazo[1,2-c]pyrimidin-2-yl]-5-ethylsulfonyl-pyridine-3-carbaldehyde oxime C1(CC1)N1C(N2C(C=C1C(F)(F)F)=NC(=C2)C2=C(C=C(C=N2)C=NO)S(=O)(=O)CC)=O